triaminobenzyl alcohol NC1=C(C(N)(N)O)C=CC=C1